OC1=CC=C(CC2C(N(C(N(C2=O)C)=O)C)=O)C=C1 5-(4-Hydroxybenzyl)-1,3-dimethylpyrimidine-2,4,6(1H,3H,5H)-trione